C1(C=CC=C1)C=1C(=C(C(=CC1)O)C=1C(=CC=CC1)O)C1C=CC=C1 dicyclopentadienyl-biphenol